COC1=CC=C(CN2CC(N(CC2)C2CC3(C2)CCNCC3)C3=C(CN2CCOCC2)C=CC=C3)C=C1 4-(2-(4-(4-methoxybenzyl)-1-(7-azaspiro[3.5]nonan-2-yl)piperazin-2-yl)benzyl)morpholine